Methyl 1-(1-(difluoromethyl)cyclobutyl)-6-oxo-4-(((trifluoromethyl)sulfonyl)oxy)-1,6-dihydropyridine-3-carboxylate FC(C1(CCC1)N1C=C(C(=CC1=O)OS(=O)(=O)C(F)(F)F)C(=O)OC)F